FC1=NC(=CC(=C1)C1=CC(=NC=C1C)N)N1CCOCC1 2'-fluoro-5-methyl-6'-morpholino-[4,4'-bipyridin]-2-amine